4-chloro-3,5-dinitropyrazole ClC=1C(=NNC1[N+](=O)[O-])[N+](=O)[O-]